methyl (R)-6-chloro-3-((1-(2-cyano-7-methyl-3-(((1-(trifluoromethyl)cyclopropyl)methyl)amino)quinoxalin-5-yl)ethyl)amino)picolinate ClC1=CC=C(C(=N1)C(=O)OC)N[C@H](C)C1=C2N=C(C(=NC2=CC(=C1)C)C#N)NCC1(CC1)C(F)(F)F